C1(CCC1)NCC=1N=C2N(C(=NC=C2C=2N(N=C(C2)C)C)NCC2=C(C=CC3=C2CCO3)F)C1 2-[(cyclobutylamino)methyl]-8-(2,5-dimethylpyrazol-3-yl)-N-[(5-fluoro-2,3-dihydrobenzofuran-4-yl)methyl]imidazo[1,2-C]pyrimidin-5-amine